FC(OC1=CC(=C(C=C1F)NC(=O)N[C@@H](C)C=1N(N=CN1)C1=NC=CC=N1)F)F 1-[4-(difluoromethoxy)-2,5-difluoro-phenyl]-3-[(1S)-1-(2-pyrimidin-2-yl-1,2,4-triazol-3-yl)ethyl]urea